C(C)(C)(C)OC(=O)N[C@H]1CC[C@H](CC1)C1=C(C(N=C(N1)C1=NC=C(C=C1F)F)C1=C(C=C(C=C1)F)Cl)C(=O)OC (cis)-Methyl 6-(4-((tert-butoxycarbonyl)amino)cyclohexyl)-4-(2-chloro-4-fluorophenyl)-2-(3,5-difluoropyridin-2-yl)-1,4-dihydropyrimidine-5-carboxylate